1-(1-benzylpyrrolidine-3-yl)-3-(4-chlorophenyl)urea C(C1=CC=CC=C1)N1CC(CC1)NC(=O)NC1=CC=C(C=C1)Cl